C(#N)C=1C=C(C(=O)N[C@@H]2CC[C@H](CC2)C(C)(C)O)C=CC1C1=NC=CC2=C1C=CO2 3-cyano-4-(furo[3,2-c]pyridin-4-yl)-N-[trans-4-(2-hydroxypropan-2-yl)cyclohexyl]benzamide